6-(piperidin-3-yl)pyrido[3,2-d]pyrimidine-4,6-diamine hydrochloride Cl.N1CC(CCC1)C1(C=CC=2N=CN=C(C2N1)N)N